ClC1=CC=C(OCC2=NN=C(O2)SCCN2C=NC3=CC(=C(C=C3C2=O)OC)OC)C=C1 3-(2-((5-((4-chlorophenoxy)methyl)-1,3,4-oxadiazol-2-yl)thio)ethyl)-6,7-dimethoxyquinazolin-4(3H)-one